ClC=1C(=CC2=C(N(C(N=C2N2C[C@H](N(C[C@@H]2C)C(=O)OC(C)(C)C)C)=O)C=2C(=NC=CC2C)C(C)C)N1)F (2R,5S,M)-tert-Butyl 4-(7-chloro-6-fluoro-1-(2-isopropyl-4-methylpyridin-3-yl)-2-oxo-1,2-dihydropyrido[2,3-d]pyrimidin-4-yl)-2,5-dimethylpiperazine-1-carboxylate